NCC=1OC2=C(C1)C=C(C=C2C(F)(F)F)C2=NC=C(C=N2)C(=O)N2CCOCC2 (2-(2-(aminomethyl)-7-(trifluoromethyl)benzofuran-5-yl)pyrimidin-5-yl)(morpholino)methanone